1,3,5-tris(methoxycarbonyl)cyclohexane COC(=O)C1CC(CC(C1)C(=O)OC)C(=O)OC